CS(=O)(=O)OCCN1N=C(C=C1)[N+](=O)[O-] 2-(3-nitropyrazol-1-yl)ethyl methanesulfonate